FC(CCN1N=NC2=C1C=C(C=C2)C=2C(=CN1N=C(N=C(C12)OC)N[C@@H]1[C@H](CN(CC1)C1COC1)F)F)F 5-(1-(3,3-difluoropropyl)-1H-benzo[d][1,2,3]triazol-6-yl)-6-fluoro-N-((3S,4S)-3-fluoro-1-(oxetan-3-yl)piperidin-4-yl)-4-methoxypyrrolo[2,1-f][1,2,4]triazin-2-amine